3α-(3a,7α-dihydroxy-6α-ethyl-5β-cholan-24-oyloxy)-7α-hydroxy-6α-ethyl-5β-cholan-24-oic acid O[C@H]1C[C@H]2[C@H]([C@H]([C@H]3[C@@H]4CC[C@H]([C@@H](CCC(=O)O[C@H]5C[C@H]6[C@H]([C@H]([C@H]7[C@@H]8CC[C@H]([C@@H](CCC(=O)O)C)[C@]8(CC[C@@H]7[C@]6(CC5)C)C)O)CC)C)[C@]4(CC[C@@H]3[C@]2(CC1)C)C)O)CC